2-(2-Fluoro-5-((6-fluoro-4-vinyl-1H-indol-5-yl)oxy)phenyl)-1H-imidazole-4-carbaldehyde FC1=C(C=C(C=C1)OC=1C(=C2C=CNC2=CC1F)C=C)C=1NC=C(N1)C=O